C(C)(C)N1N=CC(=C1)C1=CC(=NC=C1)N(C(=O)[C@@H]1CC[C@H](CC1)NC(OC)=O)CC12CCC(CC1)(CC2)C2=CC(=C(C=C2)OC)C Methyl trans-(4-((4-(1-isopropyl-1H-pyrazol-4-yl)pyridin-2-yl)((4-(4-methoxy-3-methylphenyl)bicyclo[2.2.2]octan-1-yl)methyl)carbamoyl)cyclohexyl)carbamate